FC(C)(S(=O)(=O)C1=C(C=CC=C1)C(F)(F)F)C1CCN(CC1)C(=O)NC1=CN=NC=C1 4-(1-fluoro-1-((2-(trifluoro-methyl)phenyl)sulfonyl)ethyl)-N-(pyridazin-4-yl)piperidine-1-carboxamide